(-)-cis-S-(1-propenyl)-L-cysteine C(=C/C)/SC[C@H](N)C(=O)O